C(C)C=1C(NC(N(C1)[C@@H]1O[C@@](C=C1)(CO)C#C)=O)=O 5-ethyl-1-((2R,5R)-5-ethynyl-5-(hydroxymethyl)-2,5-dihydrofuran-2-yl)pyrimidine-2,4(1H,3H)-dione